NC1=C(C=C(C=2CCOC21)Br)C(=O)OC methyl 7-amino-4-bromo-2,3-dihydrobenzofuran-6-carboxylate